C(#N)C=1C(=NC2=CC=CC(=C2C1)C=1N=C(N2C1CN(CC2)C(=O)NC)C2CCC(CC2)(F)F)C=2C=NN(C2)C 1-(3-cyano-2-(1-methyl-1H-pyrazol-4-yl)quinolin-5-yl)-3-(4,4-difluorocyclohexyl)-N-methyl-5,6-dihydroimidazo[1,5-a]pyrazine-7(8H)-carboxamide